7-(6-amino-4-methyl-3-(trifluoromethyl)pyridin-2-yl)-8-fluoro-2-(((2R,7aS)-2-fluorohexahydro-1H-pyrrolizin-7a-yl)methoxy)-N-methyl-N-((R)-pyrrolidin-3-yl)pyrido[4,3-d]pyrimidin-4-amine NC1=CC(=C(C(=N1)C1=C(C=2N=C(N=C(C2C=N1)N([C@H]1CNCC1)C)OC[C@]12CCCN2C[C@@H](C1)F)F)C(F)(F)F)C